CN1C(N(CC1)C1CC2CN(C1C2)C=2N=NC(=C(N2)NC=2C=C1CCNCC1=CC2)C(=O)N)=O (6-(3-methyl-2-oxoimidazolin-1-yl)-2-azabicyclo[2.2.1]heptane-2-yl)-5-((1,2,3,4-Tetrahydroisoquinolin-6-yl)amino)-1,2,4-triazine-6-carboxamide